(2S,5R)-7-oxo-2-(N-(N-propionylsulfamoyl) carbamimidoyl)-1,6-diazabicyclo[3.2.1]octan-6-yl hydrogen sulfate S(=O)(=O)(ON1[C@@H]2CC[C@H](N(C1=O)C2)C(NS(NC(CC)=O)(=O)=O)=N)O